BrC=1C=C(C(=NC1)OCCCN(C)C)NS(=O)(=O)C1=NN(C=C1)C N-(5-Bromo-2-(3-(dimethylamino)propoxy)pyridin-3-yl)-1-methyl-1H-pyrazole-3-sulfonamide